1-(4-chlorobenzyl)-3-(4,5-dimethyl-1,3-dithiolan-2-yl)-4-oxo-4H-pyrido[1,2-a]pyrimidinium ClC1=CC=C(C[N+]2=C3N(C(C(=C2)C2SC(C(S2)C)C)=O)C=CC=C3)C=C1